FC[C@@H]1[C@@H](N(C1)C(=O)C=1C(=NN2C1NC(=CC2=O)C2=CC=C(C=C2)O[C@@H](C(F)(F)F)C2=CC=CC=C2)C2=NC=CN=C2C)C 3-((2S,3S)-3-(fluoromethyl)-2-methylazetidine-1-carbonyl)-2-(3-methylpyrazin-2-yl)-5-(4-((R)-2,2,2-trifluoro-1-phenylethoxy)phenyl)pyrazolo[1,5-a]pyrimidin-7(4H)-one